amino-tri(dimethylamino)phosphorane chloride [Cl-].NP(N(C)C)(N(C)C)N(C)C